[2-(2-chloro-6-cyclopropylpyrimidin-4-yl)-5-fluorophenyl]-(3-fluoroazetidin-1-yl)methanone ClC1=NC(=CC(=N1)C1=C(C=C(C=C1)F)C(=O)N1CC(C1)F)C1CC1